O=C1NC(CCC1N1C(C2=CC=C(C=C2C1=O)N1CC(C1)OCCOCC#CCOC1CC(C1)OC1=NC=C(C=C1)C=1C=CC=2C3=C(N(C2C1)C)C=CN=C3)=O)=O 2-(2,6-dioxopiperidin-3-yl)-5-(3-(2-((4-((1r,3r)-3-((5-(5-methyl-5H-pyrido[4,3-b]indol-7-yl)pyridin-2-yl)oxy)cyclobutoxy)but-2-yn-1-yl)oxy)ethoxy)azetidin-1-yl)isoindoline-1,3-dione